(S)-N'-((8-bromo-1,2,3,5,6,7-hexahydro-s-indacen-4-yl)carbamoyl)-5-(2-hydroxy-propan-2-yl)thiazole-2-sulfonimidamide BrC=1C=2CCCC2C(=C2CCCC12)NC(=O)N=[S@@](=O)(N)C=1SC(=CN1)C(C)(C)O